N1(N=CC=C1)CC1=CC2=C(C(=NO2)N)C(=C1)OC 6-((1H-pyrazol-1-yl)methyl)-4-methoxybenzo[d]isoxazole-3-amine